2-cyanoethyl (2-nitro-4,5-bis(pentyloxy) benzyl) diisopropylphosphoramidate C(C)(C)N(P(OCCC#N)(OCC1=C(C=C(C(=C1)OCCCCC)OCCCCC)[N+](=O)[O-])=O)C(C)C